[Cl-].BrC1=C(C=C(C=C1)[C@@H]([NH3+])C1=CC=CC=C1)F (S)-(4-bromo-3-fluorophenyl)(phenyl)methanaminium chloride